O=C1NC(CC[C@H]1N1CCC2=C(C=CC=C12)C1CCN(CC1)CC(=O)OC(C)(C)C)=O |r| Racemic-tert-butyl 2-[4-[1-(2,6-dioxo-3-piperidyl)indolin-4-yl]-1-piperidyl]acetate